C12(CC(C1)C2)N(C(=O)OCC2=C(N=NN2C)C2=CC=C(C(=N2)C2CC2)O[C@@H]2C[C@H](CCC2)C(=O)OC)C methyl (1S,3S)-3-((6-(5-(((bicyclo[1.1.1]pentan-1-yl(methyl)carbamoyl)oxy)methyl)-1-methyl-1H-1,2,3-triazol-4-yl)-2-cyclopropylpyridin-3-yl)oxy)cyclohexane-1-carboxylate